1-(5-(4-(6-aminopyridin-3-yl)phenyl)-1H-pyrazol-3-yl)-3-(4-((4-methylpiperazin-1-yl)methyl)-3-(trifluoromethyl)phenyl)urea NC1=CC=C(C=N1)C1=CC=C(C=C1)C1=CC(=NN1)NC(=O)NC1=CC(=C(C=C1)CN1CCN(CC1)C)C(F)(F)F